ClC1=CC2=C(N=C(O2)NC2=CC(=CC=C2)[N+](=O)[O-])C=C1 6-chloro-N-(3-nitrophenyl)benzo[d]oxazol-2-amine